5-methyl-3-(2-Ethylphenyl)-pyrazol-4-ol CC1=C(C(=NN1)C1=C(C=CC=C1)CC)O